4-Nitrobenzene-1-sulfonylchloride [N+](=O)([O-])C1=CC=C(C=C1)S(=O)(=O)Cl